Triglycidyl-trimethylolpropane C(C1CO1)C(CC(CO)(CO)CO)(CC1CO1)CC1CO1